4-[4-(3,4-Methylenedioxyphenyl)-5-(2-pyridyl)-1H-imidazol-2-yl]benzamide C1OC=2C=C(C=CC2O1)C=1N=C(NC1C1=NC=CC=C1)C1=CC=C(C(=O)N)C=C1